1-(4-(5-(3,5-dichloropyridin-2-yl)-2-(2,6-dimethylphenyl)-4,5,6,7-tetrahydro-2H-pyrazolo[4,3-c]pyridin-3-yl)-2,5-difluorophenyl)urea ClC=1C(=NC=C(C1)Cl)N1CC=2C(CC1)=NN(C2C2=CC(=C(C=C2F)NC(=O)N)F)C2=C(C=CC=C2C)C